OC1=C(C=C(C=C1)/C=C/C(=O)C1=CC=C(C=C1)OC)CC=C(C)C (E)-3-[4-Hydroxy-3-(3-methylbut-2-enyl)phenyl]-1-(4-methoxyphenyl)prop-2-en-1-one